N-(5-chloro-2-fluorophenyl)-9-(1-cyclohexyl-1,2,3,6-tetrahydropyridin-4-yl)-1-methyl-6,7-dihydro-5H-benzo[c][1,2,3]triazolo[1,5-a]azepin-7-amine 2,2,2-trifluoroacetate FC(C(=O)O)(F)F.ClC=1C=CC(=C(C1)NC1C2=C(C=3N(CC1)N=NC3C)C=CC(=C2)C=2CCN(CC2)C2CCCCC2)F